(1,2-ethanediamine) ruthenium (II) [Ru+2].C(CN)N